5-bromo-4-methoxy-2-methyl-2,3-dihydrobenzo[d]isothiazole 1,1-dioxide BrC=1C=CC2=C(CN(S2(=O)=O)C)C1OC